1-[(4S)-7-(3,5-dimethylisoxazol-4-yl)-4-pyridin-2-yl-4,5-dihydroimidazo[1,5,4-de][1,4]benzoxazin-2-yl]azetidin-3-amine trihydrochloride Cl.Cl.Cl.CC1=NOC(=C1C1=CC=C2C=3N([C@H](COC31)C3=NC=CC=C3)C(=N2)N2CC(C2)N)C